N1C=CC2=CC=C(C=C12)S(=O)(=O)N1CC(C1)N(C1=CC=C(C=C1)O)C1CC1 4-((1-((1H-indol-6-yl)sulfonyl)azetidin-3-yl)(cyclopropyl)amino)phenol